COS(=O)CCC propane-1-sulfinic acid methyl ester